7-(3,4-dimethoxyphenyl)-N-(pyridin-2-yl)pyrazolo[1,5-a]pyrimidine-2-carboxamide COC=1C=C(C=CC1OC)C1=CC=NC=2N1N=C(C2)C(=O)NC2=NC=CC=C2